FC1=C(C(=CC=2SC(=CC21)C(CCC(=O)O)=O)OC)OCCCOC2=C(C1=C(SC(=C1)C(CCP(=O)(OC)O)=O)C=C2OC)F 4-(4-Fluoro-5-(3-((4-fluoro-2-(3-(hydroxy(methoxy)phosphoryl)propanoyl)-6-methoxybenzo[b]thiophen-5-yl)oxy)propoxy)-6-methoxybenzo[b]thiophen-2-yl)-4-oxobutanoic acid